C[Hg] methyl-mercury